C(CC)OC(=O)CCOC1=C(C=C(C=C1)OCCC(=O)OCCC)C1=CC=C(C2=C1N=NS2)C2=C(C=CC(=C2)OCCC(=O)OCCC)OCCC(=O)OCCC 4,7-di[2,5-di(propyloxycarbonylethyloxy)phenyl]-benzothiadiazole